[Pt].[Au].[Ni] nickel gold platinum